tert-Butyl 5-({N-[(benzyloxy)carbonyl]-O-[tert-butyl(dimethyl)silyl]-N-methyl-D-threonyl}amino)-1H-pyrazolo[4,3-b]pyridine-1-carboxylate C(C1=CC=CC=C1)OC(=O)N([C@H]([C@@H](O[Si](C)(C)C(C)(C)C)C)C(=O)NC1=CC=C2C(=N1)C=NN2C(=O)OC(C)(C)C)C